C(C)O[Si](CCC[Si](OCC)(OCC)OCC)(OCC)OCC 1,3-bis-triethoxysilylpropane